4-(6-chloro-1-(methylsulfonyl)-1H-pyrrolo[2,3-b]pyridin-4-yl)-3-methylmorpholine ClC1=CC(=C2C(=N1)N(C=C2)S(=O)(=O)C)N2C(COCC2)C